FC1=CC=C(C=C1)NS(=O)(=O)C=1C=NN(C1)C1=CC=C(C=C1)C1=NOC(=N1)C(F)(F)F N-(4-fluorophenyl)-1-(4-(5-(trifluoromethyl)-1,2,4-oxadiazol-3-yl)phenyl)-1H-pyrazole-4-sulfonamide